C(N)(=O)C1(CCC1)C=1C=CC=2N(C1)N=CC2C2=CC(=C(C(=O)N[C@H]1[C@H](C1)F)C(=C2)OC)OC(F)F 4-[6-(1-Carbamoyl-cyclobutyl)pyrazolo[1,5-a]pyridin-3-yl]-2-(difluoromethoxy)-N-[(1R,2S)-2-fluorocyclopropyl]-6-methoxy-benzamide